(2E,2'E)-2,2'-(1-(5-(3-(trifluoromethyl)phenyl)oxazol-4-yl)propane-1,2-diylidene)bis(N-methylhydrazine-1-carbothioamide) FC(C=1C=C(C=CC1)C1=C(N=CO1)\C(\C(\C)=N\NC(NC)=S)=N/NC(NC)=S)(F)F